6'-(8-amino-1-bromoimidazo[1,5-a]pyrazin-3-yl)tetrahydro-2'H-spiro[cyclopropane-1,1'-indolizin]-3'(5'H)-one NC=1C=2N(C=CN1)C(=NC2Br)C2CN1C(CC3(C1CC2)CC3)=O